(S)-1-(3-(4-amino-3-((2,6-difluoro-3,5-dimethoxyphenyl)ethynyl)-7-(2,2-difluoropropyl)-1H-pyrazolo[4,3-c]pyridin-1-yl)pyrrolidin-1-yl)prop-2-en-1-one NC1=NC=C(C2=C1C(=NN2[C@@H]2CN(CC2)C(C=C)=O)C#CC2=C(C(=CC(=C2F)OC)OC)F)CC(C)(F)F